N1(CCOCC1)C=1C=C2CN(C(C2=CC1)=O)C1=CC2=C(NC(=N2)C2=CC=C(OCC(=O)OCC3=CC=CC=C3)C=C2)C=C1 benzyl (4-(5-(5-(morpholin-4-yl)-1-oxo-1,3-dihydro-2H-isoindol-2-yl)-1H-benzimidazol-2-yl)phenoxy)acetate